C(C)N(S(OCC(=O)NC=1SC(=C(N1)C)CC1=CC=C(C=C1)C)(=O)=O)C 2-((4-methyl-5-(4-methylbenzyl)thiazol-2-yl)amino)-2-oxoethyl ethyl(methyl)sulfamate